[Cl-].[Cl-].C(C)(C)(C)C1=CC=C(O[Ti+2])C(=C1)C(C)(C)C 4,6-di-t-butylphenoxytitanium dichloride